NC=1N=C2N(C=C(C=C2)Br)C1 2-amino-6-bromo-imidazo[1,2-a]pyridine